benzyl (4aS,8aS)-6-[3-chloro-6-(4,4,5,5-tetramethyl-1,3,2-dioxaborolan-2-yl)quinolin-4-yl]-octahydro-1H-pyrido[3,4-b][1,4]oxazine-1-carboxylate ClC=1C=NC2=CC=C(C=C2C1N1C[C@@H]2OCCN([C@H]2CC1)C(=O)OCC1=CC=CC=C1)B1OC(C(O1)(C)C)(C)C